ClC=1C(=NC(=NC1)NC1=CC=C(C=C1)N1CCOCC1)OCC1CCC(CC1)NC(C)=O N-((1R,4R)-4-(((5-chloro-2-((4-morpholinophenyl)amino)pyrimidin-4-yl)oxy)methyl)cyclohexyl)acetamide